O=C1NC(CCC1NC1=CC(=C(C=C1)N1CCC(CC1)N1CCC(CC1)CC(=O)O)F)=O 2-(1'-(4-((2,6-dioxopiperidin-3-yl)amino)-2-fluorophenyl)-[1,4'-bipiperidin]-4-yl)acetic acid